2,5-dihydro-1H-pyrrole monohydrochloride Cl.N1CC=CC1